CON(C(=O)C1CCC(CC1)CNC(OC(C)(C)C)=O)C tert-butyl {(1r,4r)-4-[methoxy(methyl)carbamoyl]cyclohexyl}methylcarbamate